FC1=C(C=CC(=C1C)OC=1C=C2C(=NC1)N(C=N2)C)NC=2C1=C(N=CN2)C=CC(=N1)C=CCN(C(C=C)=O)C N-(3-(4-((2-fluoro-3-methyl-4-((3-methyl-3H-imidazolo[4,5-b]pyridin-6-yl)oxy)phenyl)amino)pyrido[3,2-d]pyrimidin-6-yl)allyl)-N-methylacrylamide